(1-bromobutyl)-3-ethylpyrido[4,3-d]pyrimidin-4(3H)-one BrC(CCC)C=1N(C(C2=C(N1)C=CN=C2)=O)CC